BrC1=CC=C(C=C1)C1CCN(CC1)C1CN(CC1)C(=O)OC(C)(C)C tert-butyl 3-(4-(4-bromophenyl)piperidin-1-yl)pyrrolidine-1-carboxylate